FC1=NC(=C2N=CN(C2=N1)C1OCCCCC1)NC(\C=C(\CO)/C)C 2-fluoro-6-(E)-(1'-methyl-4-hydroxy-3-methylbut-2-en-1-ylamino)-9-(oxepan-2-yl)-9H-purine